Cl.COC1=C(C=C(C=C1)C(=O)N1CC2(C1)CCNCC2)N2C(NC(CC2)=O)=O 1-(2-methoxy-5-(2,7-diazaspiro[3.5]nonane-2-carbonyl)phenyl)dihydropyrimidine-2,4(1H,3H)-dione hydrochloride